4-(4'-(4-(2H-tetrazol-5-yl)benzamido)-[1,1'-biphenyl]-4-carboxamido)-1-naphthoic acid N=1NN=NC1C1=CC=C(C(=O)NC2=CC=C(C=C2)C2=CC=C(C=C2)C(=O)NC2=CC=C(C3=CC=CC=C23)C(=O)O)C=C1